O[C@H]1[C@@H](C2=CC=CC=C2C1)NC(=O)C=1C=C2[C@@H](C[C@H](C2=CC1)C)N1C(NC(CC1=O)(C)C)=N (1R,3R)-N-[(1R,2R)-2-hydroxyindan-1-yl]-3-(2-imino-4,4-dimethyl-6-oxo-hexahydropyrimidin-1-yl)-1-methyl-indane-5-carboxamide